2-((5-Cyclopropylpyrazin-2-yl)oxy)acetic acid C1(CC1)C=1N=CC(=NC1)OCC(=O)O